5-Chloro-N2-(1-methyl-1H-pyrazol-4-yl)-N4-((3R,6S)-6-methylpiperidin-3-yl)-7H-pyrrolo[2,3-d]pyrimidine-2,4-diamine ClC1=CNC=2N=C(N=C(C21)N[C@H]2CN[C@H](CC2)C)NC=2C=NN(C2)C